t-pentyltris(dimethylamino)tantalum C(C)(C)(CC)[Ta](N(C)C)(N(C)C)N(C)C